NC1=C(C=C(C=N1)NC(C(=O)N1[C@H](CC[C@@H](C1)C)C=1C=C2C=CN=CC2=CC1)=O)C N-(6-amino-5-methyl-3-pyridyl)-2-[(2R,5S)-2-(6-isoquinolyl)-5-methyl-1-piperidyl]-2-oxo-acetamide